CN(C(OC(C)(C)C)=O)CC1=NC(=CC=C1)N1C=2N=C(N=CC2[C@]2(COC(C[C@@H]12)(C)C)C)SC tert-butyl N-methyl-N-[[6-[(1R,9R)-1,11,11-trimethyl-5-methylsulfanyl-12-oxa-4,6,8-triazatricyclo[7.4.0.02,7]trideca-2(7),3,5-trien-8-yl]-2-pyridyl]methyl]carbamate